tert-Butyl-chlorodimethylsilane C(C)(C)(C)[Si](C)(C)Cl